C1(CC1)N1C(C[C@H](C1)CN1N=C2N=C(C=NC2=C1[C@H](C)O)C1=C(C=C(C=C1C)C(F)(F)F)OCOCC)=O (R)-cyclopropyl-4-((6-(2-(ethoxymethoxy)-6-methyl-4-(trifluoromethyl)phenyl)-3-((S)-1-hydroxyethyl)-2H-pyrazolo[3,4-b]pyrazin-2-yl)methyl)pyrrolidin-2-one